N-methyl-4-(3-oxo-benzo[d]isothiazol-2(3H)-yl)benzamide tert-butyl-7-(3-bromo-5-formylpyridin-4-yl)-4,7-diazaspiro[2.5]octane-4-carboxylate C(C)(C)(C)OC(=O)N1C2(CC2)CN(CC1)C1=C(C=NC=C1C=O)Br.CNC(C1=CC=C(C=C1)N1SC2=C(C1=O)C=CC=C2)=O